CC1(C(N(C(N1CC1=CC=NC=2NC(CCC12)=O)=O)C1=CC=C(C=C1)C1(CC1)C(F)(F)F)=O)C 5,5-dimethyl-1-((7-oxo-5,6,7,8-tetrahydro-1,8-naphthyridin-4-yl)methyl)-3-(4-(1-(trifluoromethyl)cyclopropyl)phenyl)imidazolidine-2,4-dione